N[C@@H](CCC(=O)O)C(=O)[O-].C(CCCCCCCCCCCCCCCCC)(=O)O.[Na+] Sodium stearate glutamate